OC1(CC(C1)C(=O)N1CC2(C1)C[C@@H](CC2)C2=CC(=C(C=C2)C)OC)C |r| (rac)-((1s,3s)-3-Hydroxy-3-methylcyclobutyl)(6-(3-methoxy-4-methylphenyl)-2-azaspiro[3.4]octan-2-yl)methanone